neodymium (mono-2-ethylhexyl-2-ethylhexyl)phosphonate C(C)C(CC(C(CCCC)CC)P([O-])([O-])=O)CCCC.[Nd+3].C(C)C(CC(C(CCCC)CC)P([O-])([O-])=O)CCCC.C(C)C(CC(C(CCCC)CC)P([O-])([O-])=O)CCCC.[Nd+3]